propyl-1(3H)-isobenzofuranone C(CC)C1OC(C2=CC=CC=C12)=O